C(CCC)OC(C1=CC=C(C=C1)O)=O butyl-p-hydroxybenzoate